NC1C=CC(S(=O)(=O)NC2=NC=CS2)=CC=1 Sulfathiazol